(3S)-1-[3-[5-(4-Chloro-2-fluoro-phenyl)-2-pyridyl]azetidine-1-carbonyl]pyrrolidine-3-carboxamide ClC1=CC(=C(C=C1)C=1C=CC(=NC1)C1CN(C1)C(=O)N1C[C@H](CC1)C(=O)N)F